4-(4-METHYLPENTEN-3-YL)CYCLOHEX-3-ENE CC(C(C=C)C1=CCCCC1)C